BrC1=C(C=O)C(=CC(=C1C)F)F 2-bromo-4,6-difluoro-3-methyl-benzaldehyde